COC=1N=C(C2=C(N1)SC(=C2)C)NCCCC2=CC=C(C=C2)C2=CC=C(C=C2)OC(F)(F)F 2-methoxy-6-methyl-N-(3-(4'-(trifluoromethoxy)-[1,1'-biphenyl]-4-yl)propyl)thieno[2,3-d]pyrimidin-4-amine